[Si](C)(C)(C(C)(C)C)OCC1CC(C1)C1=CC=C(C=C1)B(O)O (4-(3-(((Tert-butyldimethylsilyl)oxy)methyl)cyclobutyl)phenyl)boronic acid